C(=O)O.CC1([C@H](C1)N)C (S)-(+)-2,2-dimethyl-cyclopropaneamine formate